Cl.CN(C=1C=C2C=CC=NC2=CC1)[C@@H]1CNCC1 (S)-N-methyl-N-(pyrrolidin-3-yl)quinolin-6-amine hydrochloride